C(C1=CC=CC=C1)OC[C@@H](CC1(CCCC1)CNC(OC(C)(C)C)=O)O (R)-tert-butyl ((1-(3-(benzyloxy)-2-hydroxypropyl)cyclopentyl)methyl)carbamate